FC=1C=C(CN2C=3N(CCC2)N=C(C3)C3=C(C=NN3C(C)C)C)C=CC1N1N=C(C=C1C)C(F)(F)F 4-(3-fluoro-4-(5-methyl-3-(trifluoromethyl)-1H-pyrazol-1-yl)benzyl)-2-(1-isopropyl-4-methyl-1H-pyrazol-5-yl)-4,5,6,7-tetrahydropyrazolo[1,5-a]pyrimidine